(R)-N-((S)-6-(2-ethyl-1,3-dioxolan-2-yl)-1-(oxazol-2-yl)hexyl)-2-methylpropane-2-sulfinamide C(C)C1(OCCO1)CCCCC[C@@H](C=1OC=CN1)N[S@](=O)C(C)(C)C